5-[(dimethylamino)methyl]pyridin-3-ol rac-tert-Butyl-(2R,5S)-2-cyclopropyl-5-(4-(4,6-dichloro-7H-pyrrolo[2,3-d]pyrimidin-7-yl)phenyl)morpholine-4-carboxylate C(C)(C)(C)[C@H]1N([C@H](CO[C@@H]1C1CC1)C1=CC=C(C=C1)N1C(=CC2=C1N=CN=C2Cl)Cl)C(=O)OC=2C=NC=C(C2)CN(C)C |&1:4|